[C@H]12CN(C[C@@H]2C1C(=O)OCC)C(=O)OCC1=CC=CC=C1 3-benzyl 6-ethyl (1R,5S,6r)-3-azabicyclo[3.1.0]hexane-3,6-dicarboxylate